N1C(CC2=CC=CC=C12)=O 1h-Indol-2(3h)-One